5-chloro-2-methyl-N-(1H-pyrazol-3-yl)benzamide ClC=1C=CC(=C(C(=O)NC2=NNC=C2)C1)C